(S)-N-(6-(1-ethanesulfonyl-1,2,3,6-tetrahydropyridin-4-yl)benzo[d]thiazol-2-yl)pyrrolidine-3-carboxamide C(C)S(=O)(=O)N1CCC(=CC1)C1=CC2=C(N=C(S2)NC(=O)[C@@H]2CNCC2)C=C1